C1(CC1)\C(\C)=N/NC(C1=CC=CC=C1)=O (Z)-N'-(1-cyclopropylethylidene)benzohydrazide